The molecule is an acridinium ion resulting from the protonation of the endocyclic nitrogen and one of the amino groups of 3,6-diaminoacridine. It is a conjugate acid of a 3,6-diaminoacridine(1+). C1=CC(=CC2=[NH+]C3=C(C=CC(=C3)N)C=C21)[NH3+]